NCC1=NNC(C2=CC=C(C=C12)C=1C=NN(C1C1=CC(=CC(=C1)Cl)Cl)C)=O 4-(aminomethyl)-6-(5-(3,5-dichlorophenyl)-1-methyl-1H-pyrazol-4-yl)phthalazin-1(2H)-one